C(C)(C)(C)C1=C(C=CC(=C1)O)C 2-tert-butyl-p-toluol